O=C1N(C(CC1)=O)C1=NN(C=C1C=1C2=C(N=CN1)N(C=C2)CO)C2(CN(C2)S(=O)(=O)C(C)C)CC#N 2-(3-{3-(2,5-dioxopyrrolidin-1-yl)-4-[7-(hydroxymethyl)-7H-pyrrolo[2,3-d]pyrimidin-4-yl]-1H-pyrazol-1-yl}-1-(isopropylsulfonyl)azetidin-3-yl)acetonitrile